1-(hydroxyacetyl)-N-methyl-N-{(1S)-2,2,2-trifluoro-1-[4-({7-[(1R)-1-methoxyethyl]-2-methyl-[1,3]thiazolo[5,4-b]pyridin-6-yl}amino)phenyl]ethyl}piperidine-4-carboxamide OCC(=O)N1CCC(CC1)C(=O)N([C@H](C(F)(F)F)C1=CC=C(C=C1)NC=1C(=C2C(=NC1)SC(=N2)C)[C@@H](C)OC)C